2-[4-(3-bromo-2-methyl-phenoxy)phenyl]ethanol BrC=1C(=C(OC2=CC=C(C=C2)CCO)C=CC1)C